ClC1=CC=C2C(=N1)C(N(C2)C2COC2)=O 2-chloro-6-(oxetan-3-yl)-5,6-dihydro-7H-pyrrolo[3,4-b]pyridin-7-one